C1(CC1)N1CCC(CC1)NC1=NC2=C(C(=C(C=C2C(=N1)N1C[C@H](N(C[C@@H]1C)C(C=C)=O)C)Cl)C1=C2C(=NNC2=CC=C1C)C1CC1)F (2R,5S)-4-(2-(1-CYCLOPROPYLPIPERIDIN-4-YLAMINO)-6-CHLORO-7-(3-CYCLOPROPYL-5-METHYL-1H-INDAZOL-4-YL)-8-FLUOROQUINAZOLIN-4-YL)-2,5-DIMETHYLPIPERAZIN-1-YLPROP-2-EN-1-ONE